(+/-)-3,7-dimethyl-6-octen-2-ol CC(C(C)O)CCC=C(C)C